1-(4-Methyl-3,4-dihydro-2H-1,4-benzoxazin-7-yl)ethanone CN1CCOC2=C1C=CC(=C2)C(C)=O